7-bromo-5-[5-(methylamino)pent-1-ynyl]-3-Pentylquinolin-2-amine BrC1=CC(=C2C=C(C(=NC2=C1)N)CCCCC)C#CCCCNC